3-[4-(2-imidazol-1-ylethoxy)-5,6-dimethyl-2-[4-(trifluoromethyl)anilino]-3-pyridyl]-4H-1,2,4-oxadiazol-5-one N1(C=NC=C1)CCOC1=C(C(=NC(=C1C)C)NC1=CC=C(C=C1)C(F)(F)F)C1=NOC(N1)=O